8-(4-Fluoro-3-(trifluoromethyl)phenyl)-9-(4-((1-(3-fluoropropyl)azetidin-3-yliden)methyl)phenyl)-6,7-dihydro-5H-benzo[7]annulen FC1=C(C=C(C=C1)C=1CCCC2=C(C1C1=CC=C(C=C1)C=C1CN(C1)CCCF)C=CC=C2)C(F)(F)F